2-bromo-6-chloro-1-cyclopropyl-1H-benzo[d]imidazole BrC1=NC2=C(N1C1CC1)C=C(C=C2)Cl